2-[2-(aminomethyl)-3,3-difluoro-allyl]-4-[[5-(4-methylsulfonylphenyl)benzothiophen-2-yl]methyl]-1,2,4-triazol-3-one NCC(CN1N=CN(C1=O)CC=1SC2=C(C1)C=C(C=C2)C2=CC=C(C=C2)S(=O)(=O)C)=C(F)F